5,6-dimethyl-3-oxo-2,3-dihydro-1H-inden CC=1C=C2C(CCC2=CC1C)=O